ClC1=CC=C(CN2N=C(C=CC2=O)C=2C=NC(=NC2)OCC2COC2)C=C1 2-(4-chlorobenzyl)-6-(2-(oxetan-3-ylmethoxy)pyrimidin-5-yl)pyridazin-3(2H)-one